N-{(3S)-1-[(4S)-7-(3,5-dimethylisoxazol-4-yl)-4-pyridin-2-yl-4,5-dihydroimidazo[1,5,4-de][1,4]benzoxazin-2-yl]pyrrolidin-3-yl}acetamide CC1=NOC(=C1C1=CC=C2C=3N([C@H](COC31)C3=NC=CC=C3)C(=N2)N2C[C@H](CC2)NC(C)=O)C